FC(OC1=CC=C(C(=O)N[C@H]2CC[C@@H](N(C2)C(=O)OC(C)(C)C)C=2OC(=NN2)OCCOC(F)(F)F)C=C1)(F)F tert-butyl (2R,5S)-5-[4-(trifluoromethoxy)benzamido]-2-{5-[2-(trifluoromethoxy)ethoxy]-1,3,4-oxadiazol-2-yl}piperidine-1-carboxylate